1-(7-fluoroimidazo[1,2-a]pyridin-3-yl)propan-2-amine FC1=CC=2N(C=C1)C(=CN2)CC(C)N